1-(1-Isopropylpiperidin-4-yl)-1H-indole-5-amine C(C)(C)N1CCC(CC1)N1C=CC2=CC(=CC=C12)N